ClCC(=O)NCC1CCN(CC1)C(=O)C1(CCN(CC1)C(=O)OC(C)(C)C)OC1=CC=C(C=C1)Cl tert-butyl 4-(4-((2-chloroacetamido)methyl)piperidine-1-carbonyl)-4-(4-chlorophenoxy)piperidine-1-carboxylate